C(C=C)N(C1=CC(=CC=C1)C(F)(F)F)C(C(Cl)Cl)=O N-allyl-N-dichloroacetyl-m-trifluoromethyl-aniline